1-cyclohexyl-2-(3-fluoropyridin-2-yl)-1,6-dihydrodipyrrolo[2,3-b:2',3'-d]pyridine C1(CCCCC1)N1C(=CC=2C1=C1C(=NC2)NC=C1)C1=NC=CC=C1F